2(E)-Decenal CCCCCCC/C=C/C=O